4-(2-(cyclopropylsulfonyl)-1,2,3,4-tetrahydroisoquinolin-7-yl)-6,7-dimethoxyquinoline-3-carbonitrile C1(CC1)S(=O)(=O)N1CC2=CC(=CC=C2CC1)C1=C(C=NC2=CC(=C(C=C12)OC)OC)C#N